OC=1C2=C(C=3N(C1C(=O)NCC(=O)OC)N=CN3)C=CO2 methyl (6-hydroxyfuro[3,2-c][1,2,4]triazolo[1,5-a]pyridine-5-carbonyl)glycinate